N-(3-fluoro-5-((1s,3s)-3-methyl-1-(4-methyl-4H-1,2,4-triazol-3-yl)cyclobutyl)phenyl)-7-formyl-3,3-dimethyl-2,3-dihydrofuro[3,2-b]pyridine-5-carboxamide FC=1C=C(C=C(C1)C1(CC(C1)C)C1=NN=CN1C)NC(=O)C1=CC(=C2C(=N1)C(CO2)(C)C)C=O